(3as,5S,6ar)-5-(2,4-difluorophenoxy)-2-((S)-2-hydroxy-2-(1H-indazol-5-yl)ethyl)hexahydrocyclopenta[c]pyrrol FC1=C(OC2C[C@H]3[C@H](CN(C3)C[C@H](C=3C=C4C=NNC4=CC3)O)C2)C=CC(=C1)F